COC(C=1C=C2C=CN3C2=C(C1C)C(N(CC3)CC=3C(NC(=CC3OC)C)=O)=O)C3COC3 9-(methoxy(oxetan-3-yl)methyl)-2-((4-methoxy-6-methyl-2-oxo-1,2-dihydropyridin-3-yl)methyl)-10-methyl-3,4-dihydro-[1,4]diazepino[6,7,1-HI]indol-1(2H)-one